ClC=1C=2C(N=C3N(C2C=CC1)C1=CC(=CC=C1C3(C)C)N3[C@@H](CN(CC3)C(=O)OC(C)(C)C)C)=O tert-butyl (R)-4-(4-chloro-7,7-dimethyl-5-oxo-5,7-dihydroindolo[1,2-a]quinazolin-10-yl)-3-methylpiperazine-1-carboxylate